Cl.NCC1CCN(CC1)C1=NC2=CC(=CC(=C2C(N1)=O)F)OCC1CC1 2-(4-(aminomethyl)piperidin-1-yl)-7-(cyclopropylmethoxy)-5-fluoroquinazolin-4(3H)-one hydrochloride